4-(6-chloro-5-fluoro-indolin-1-yl)-6-(1H-pyrazolo[3,4-c]pyridin-4-yl)quinoline-3-carbonitrile ClC1=C(C=C2CCN(C2=C1)C1=C(C=NC2=CC=C(C=C12)C1=C2C(=CN=C1)NN=C2)C#N)F